6-(3-methylpiperazin-1-yl)pyridazin CC1CN(CCN1)C1=CC=CN=N1